6-(2-(4-(4-chlorophenyl)-2,3,9-trimethyl-6H-thieno[3,2-f]-[1,2,4]triazolo[4,3-a][1,4]diazepin-6-yl)acetamido)hexanoic acid ClC1=CC=C(C=C1)C1=NC(C=2N(C3=C1C(=C(S3)C)C)C(=NN2)C)CC(=O)NCCCCCC(=O)O